5-cyclobutylisoxazole-3-carboxamide C1(CCC1)C1=CC(=NO1)C(=O)N